ethyl 4-[(2-pyridyl)carbonyl]-1-{[2-(trimethylsilyl)ethoxy]methyl}-2-pyrrolecarboxylate N1=C(C=CC=C1)C(=O)C=1C=C(N(C1)COCC[Si](C)(C)C)C(=O)OCC